9,10-epoxy-1,4,4a,9,9a,10-hexahydroanthracene C1C=CCC2C3C4=CC=CC=C4C(C12)O3